carbonyl cyanide-p-trifluoromethoxyphenyl hydrazon FC(OC1=CC=C(C=C1)NN=C(C#N)C#N)(F)F